[Br-].C(C1=CC=CC=C1)OC=1C=CC(=[N+](C1)CC(=O)OC)C 5-(benzyloxy)-1-(2-methoxy-2-oxoethyl)-2-methylpyridinium bromide